ClC1=NC(=NC(=C1)N1CCOCC1)N1CC(C1)O 1-[4-chloro-6-(morpholin-4-yl)pyrimidin-2-yl]Azetidin-3-ol